1,3,5-benzenetriyltrimethanamine C1(=CC(=CC(=C1)CN)CN)CN